N[C@@H](CN1C=2C(CC(C1)(F)F)=CSC2C(=O)OC)C methyl 1-[(2R)-2-aminopropyl]-3,3-difluoro-2,4-dihydrothieno[3,4-b]pyridine-7-carboxylate